C(C)(C)(C)OC(C(=C)CC1=NC(=NO1)CC1=CC2=CC=CC=C2C=C1)=O.ClC=1C(=CC(=C(C1)S(=O)(=O)NC=1SC=CN1)F)NC(CC=1C=NC=CC1)C 5-chloro-2-fluoro-4-((1-(pyridin-3-yl)propan-2-yl)amino)-N-(thiazol-2-yl)benzenesulfonamide tert-butyl-2-((3-(naphthalen-2-ylmethyl)-1,2,4-oxadiazol-5-yl)methyl)acrylate